5'-cis-cyclobutyl phosphonate P(OC1CCC1)([O-])=O